4-((1-butyl-3-(4-(4-(4-(3-((2-(2,6-dioxopiperidin-3-yl)-1,3-dioxoisoindolin-4-yl)amino)propyl)-1H-1,2,3-triazol-1-yl)butoxy)phenyl)ureido)methyl)-N-hydroxybenzamide C(CCC)N(C(=O)NC1=CC=C(C=C1)OCCCCN1N=NC(=C1)CCCNC1=C2C(N(C(C2=CC=C1)=O)C1C(NC(CC1)=O)=O)=O)CC1=CC=C(C(=O)NO)C=C1